FC(C1=NN=C(O1)C1=CN=C(S1)CN(C(CCN1CCOCC1)=O)C=1C=NC=C(C1)F)F N-({5-[5-(difluoromethyl)-1,3,4-oxadiazol-2-yl]-1,3-thiazol-2-yl}methyl)-N-(5-fluoropyridin-3-yl)-3-(morpholin-4-yl)propanamide